OC([C@@]12[C@@H](CC[C@H]1[C@@H]1C=CC3=CC(C=C[C@]3(C)[C@H]1CC2)=O)C#CC)O dihydroxy-17a-(1-propynyl)androsta-1,4,6-trien-3-one